OC1=NC=2CN(CCC2C=C1)C(=O)OC(C)(C)C tert-butyl 2-hydroxy-6,8-dihydro-5H-1,7-naphthyridine-7-carboxylate